N,N'-diethyl-hexamethylenediamine C(C)NCCCCCCNCC